(S)-N-(4-(3-((2S,6R)-2,6-dimethylmorpholino)phenyl)thiazol-2-yl)azetidine-2-carboxamide hydrochloride Cl.C[C@@H]1O[C@@H](CN(C1)C=1C=C(C=CC1)C=1N=C(SC1)NC(=O)[C@H]1NCC1)C